ClCC1=NC(=CC=C1F)C 2-(chloromethyl)-3-fluoro-6-methylpyridine